4-hydroxy-N,N-dimethylbut-2-ynamide OCC#CC(=O)N(C)C